N-(4-acetamidophenyl)-5-chloro-2-hydroxybenzamide C(C)(=O)NC1=CC=C(C=C1)NC(C1=C(C=CC(=C1)Cl)O)=O